(S)-N-(5-(2-amino-[1,2,4]triazolo[1,5-a]pyridin-7-yl)-2-ethylphenyl)-3-phenylisoxazolidine NC1=NN2C(C=C(C=C2)C=2C=CC(=C(C2)N2OCC[C@H]2C2=CC=CC=C2)CC)=N1